3-({[(4R)-7-(2-chlorophenyl)-3,4-dihydro-2H-1-benzopyran-4-yl]methyl}amino)pyridine-4-carboxylic acid ClC1=C(C=CC=C1)C1=CC2=C([C@@H](CCO2)CNC=2C=NC=CC2C(=O)O)C=C1